ClC=1C(=NC=C(C1)F)C1=CC=C(OC(C(=O)O)C)C=C1 4-(3-chloro-5-fluoro-2-pyridinyl)phenoxy-propionic acid